1-(4-Bromophenyl)-2-phenyl-3,3,4,4,5,5-hexafluorocyclopenten BrC1=CC=C(C=C1)C1=C(C(C(C1(F)F)(F)F)(F)F)C1=CC=CC=C1